3-methyl-1-dodecynol CC(C#CO)CCCCCCCCC